6-chloro-N-ethoxy-4-((3-(5-isopropylpyrazin-2-yl)-2-methoxyphenyl)amino)nicotinamide ClC1=NC=C(C(=O)NOCC)C(=C1)NC1=C(C(=CC=C1)C1=NC=C(N=C1)C(C)C)OC